ClC=1C=C(C=C(C1)Cl)C1(CC(=NO1)N1CC2=C(C1)C=C(S2)C(=O)NC2COC2)C(F)(F)F 5-(5-(3,5-dichlorophenyl)-5-(trifluoromethyl)-4,5-dihydroisoxazol-3-yl)-N-(oxetan-3-yl)-5,6-dihydro-4H-thieno[2,3-c]pyrrole-2-carboxamide